diphosphatricyclo[13.3.0.06,10]octadecane-3,12-dione P12PC(CCC3CCCC3CC(CCC2CCC1)=O)=O